3-oxo-cyclobutane-1-carboxylic acid O=C1CC(C1)C(=O)O